2-{2-tert-butyl-6-[(±)-1-methoxypropan-2-yl]-5,8-dioxo-5,6,7,8-tetrahydro-4H-pyrazolo[1,5-a]pyrrolo[3,4-d]pyrimidin-4-yl}-N-(5-fluoropyridin-2-yl)acetamide C(C)(C)(C)C1=NN2C(N(C3=C(C2=O)CN(C3=O)[C@@H](COC)C)CC(=O)NC3=NC=C(C=C3)F)=C1 |r|